ClC1=C(C=2N(C=C1)C=NC2CNS(=O)C(C)(C)C)F N-((7-chloro-8-fluoroimidazo[1,5-a]pyridin-1-yl)methyl)-2-methylpropane-2-sulfinamide